FC(CC[SiH](OC)OC)(F)F 3,3,3-trifluoropropyldimethoxysilane